(1S,2R,3S)-2-ethyl-N-[7-methyl-6-[4-((R)-3-methyltetrahydrofuran-3-yl)piperazin-4-ium-1-yl]-3-isoquinolyl]-3-(1-methylpyrazol-4-yl)cyclopropanecarboxamide C(C)[C@H]1[C@@H]([C@H]1C=1C=NN(C1)C)C(=O)NC=1N=CC2=CC(=C(C=C2C1)N1CC[NH+](CC1)[C@]1(COCC1)C)C